O1C(OCC1)C1=C2C=CN=CC2=C(C=C1F)C(CNS(=O)(=O)NC(OC(C)(C)C)=O)O[Si](C)(C)C(C)(C)C tert-butyl (N-(2-(5-(1,3-dioxolan-2-yl)-6-fluoroisoquinolin-8-yl)-2-((tert-butyldimethylsilyl)oxy)ethyl)sulfamoyl)carbamate